6-amino-3,4-dihydroquinazolin-4-one NC=1C=C2C(NC=NC2=CC1)=O